2-[(2's,4r)-6-bromo-2'-fluoro-1-oxospiro[3H-isoquinoline-4,1'-cyclopropan]-2-yl]-N-(pyrimidin-2-yl)acetamide BrC=1C=C2C(=CC1)C(N(C[C@]21[C@H](C1)F)CC(=O)NC1=NC=CC=N1)=O